ClC1=C(C=C(C=C1)C(F)(F)F)N1CCCN(S1(=O)=O)CC(=O)NC1C2CC3(CC(CC1C3)C2)C(=O)N 4-(2-(6-(2-chloro-5-(trifluoromethyl)phenyl)-1,1-dioxido-1,2,6-thiadiazinan-2-yl)acetamido)adamantane-1-carboxamide